5-[(2,4-diisopropylphenoxy)methyl]oxazole-2(3H)-thione C(C)(C)C1=C(OCC2=CNC(O2)=S)C=CC(=C1)C(C)C